COC1=C(C2=C(NC=N2)C(=C1)C)CN1[C@@H](CC2(CCCO2)CC1)C1=CC=C(C(=O)O)C=C1 4-((7S)-8-((5-methoxy-7-methyl-1H-benzo[d]imidazol-4-yl)methyl)-1-oxa-8-azaspiro[4.5]decan-7-yl)benzoic acid